3-(2-(6-(2-ethyl-5-fluoro-4-hydroxyphenyl)-1H-indazol-3-yl)-4,6-dihydropyrrolo[3,4-d]imidazol-5(1H)-yl)-3-oxopropionitrile C(C)C1=C(C=C(C(=C1)O)F)C1=CC=C2C(=NNC2=C1)C1=NC2=C(N1)CN(C2)C(CC#N)=O